CC1CCN(CC1)C(CCCC)=O 1-(4-methylpiperidin-1-yl)pentan-1-one